FC(N1N=C2C=CC(=CC2=C1)[N+](=O)[O-])F 2-(difluoromethyl)-5-nitro-2H-indazole